C(C1=CC=CC=C1)OC(=O)N1CCC(=CC1)C1=NC=C(C=C1Br)Cl 4-(3-bromo-5-chloro-2-pyridinyl)-3,6-dihydro-2H-pyridine-1-carboxylic acid benzyl ester